3-[3-(3,5-Dimethyl-1H-pyrazol-4-yl)-propoxy]-4-fluorobenzoic acid hydrochloride Cl.CC1=NNC(=C1CCCOC=1C=C(C(=O)O)C=CC1F)C